CON(C(=O)C1=CSC=C1)C N-methoxy-N-methylthiophene-3-carboxamide